(S)-N-(1-amino-3-hydroxy-2-methyl-1-oxopropan-2-yl)-5-(4-fluorobenzyl)-2-methylbenzofuran-3-carboxamide NC([C@@](CO)(C)NC(=O)C1=C(OC2=C1C=C(C=C2)CC2=CC=C(C=C2)F)C)=O